C(=O)(O)C(CC(=O)O)C1CC(C(C2=CC=CC=C12)C(=O)O)C(=O)O 4-(1,2-dicarboxyethyl)-1,2,3,4-tetrahydronaphthalene-1,2-dicarboxylic acid